5-((4-(4-methylpiperazin-1-yl)phenyl)thio)-2-nitroaniline CN1CCN(CC1)C1=CC=C(C=C1)SC=1C=CC(=C(N)C1)[N+](=O)[O-]